C(C)S(=O)(=O)C=1C(=NN2C1C=C(C=C2)C(F)(F)F)N2CC=1C=C3C(=CC1C2=O)OC(O3)(F)F 6-[3-ethylsulfonyl-5-(trifluoromethyl)pyrazolo[1,5-a]pyridin-2-yl]-2,2-difluoro-5H-[1,3]dioxolo[4,5-f]isoindol-7-one